(S or R)-2-(3-fluoro-5-(2-(((S)-phenyl((R)-1,2,3,4-tetrahydro-1,5-naphthyridin-3-yl)methyl)amino)ethyl)phenyl)propanoic acid FC=1C=C(C=C(C1)CCN[C@@H]([C@H]1CNC2=CC=CN=C2C1)C1=CC=CC=C1)[C@@H](C(=O)O)C |o1:27|